C(C1=CC=CC=C1)(=O)ON=C(C(=O)C1=CC=C(C=C1)SC1=CC=CC=C1)CCCCCC 1-[4-(phenylthio)phenyl]-1,2-octanedione-2-(O-Benzoyloxime)